d-(-)-ribose C([C@H]([C@H]([C@H](C=O)O)O)O)O